1-toluenesulfonyl-1H-1,2,3-triazole C(C1=CC=CC=C1)S(=O)(=O)N1N=NC=C1